[N+](=O)([O-])OCC(O)CO[N+](=O)[O-] glycerol 1,3-dinitrate